Dihexylsilane C(CCCCC)[SiH2]CCCCCC